ClC=1C=CC2=C(N([C+](S2)C)CCCS(=O)(=O)O)C1 5-chloro-2-methyl-3-(3-sulfopropyl)benzothiazoleylium